C(C)N(S(=O)(=O)C=1N=C2N(C=CN=C2)C1)C(C(F)(F)F)C1=CC=C(C=C1)F N-ethyl-N-(2,2,2-trifluoro-1-(4-fluorophenyl)ethyl)imidazo[1,2-a]pyrazine-2-sulfonamide